F[C@@H]1[C@H](C1)N1C(C(=CC=C1)NC(=O)C=1C(=CC=2N(C1)C=C(N2)[C@]21CO[C@](CC2)(C1)C)OC(C)C)=O N-(1-((1S,2S)-2-fluorocyclopropyl)-2-oxo-1,2-dihydropyridin-3-yl)-7-isopropoxy-2-((1R,4S)-1-methyl-2-oxabicyclo[2.2.1]heptan-4-yl)imidazo[1,2-a]pyridine-6-carboxamide